2-(3-(3-(4-isopropyl-4H-1,2,4-triazol-3-yl)phenyl)ureido)-6,7-dihydrothiazolo[5,4-c]pyridine-5(4H)-carboxylic acid tert-butyl ester C(C)(C)(C)OC(=O)N1CC2=C(CC1)N=C(S2)NC(=O)NC2=CC(=CC=C2)C2=NN=CN2C(C)C